1-[2-[3-(difluoromethyl)-5-methoxy-pyrazol-1-yl]-6-[5-[(6-methylpyridazin-3-yl)amino]benzimidazol-1-yl]-3-pyridinyl]ethanol FC(C1=NN(C(=C1)OC)C1=NC(=CC=C1C(C)O)N1C=NC2=C1C=CC(=C2)NC=2N=NC(=CC2)C)F